[Ge].[Sn].[Ag] silver tin germanium